3-[[6-[3-(Difluoromethoxy)-4-fluoro-phenyl]pyrazin-2-yl]methyl]-1,3-oxazinan FC(OC=1C=C(C=CC1F)C1=CN=CC(=N1)CN1COCCC1)F